(3aR,6aR)-5-cyano-N-(4-cyano-2,5-difluorophenyl)hexahydropyrrolo[3,4-b]pyrrole C(#N)N1C[C@@H]2N(CC[C@@H]2C1)C1=C(C=C(C(=C1)F)C#N)F